1-(6-(3-methoxyphenyl)-4-((2R,3S)-2-methyl-3-((methylsulfonyl)methyl)azetidin-1-yl)pyridin-2-yl)-6-(4-methoxypyridin-3-yl)-4-methyl-1H-pyrazolo[4,3-c]pyridine COC=1C=C(C=CC1)C1=CC(=CC(=N1)N1N=CC=2C(=NC(=CC21)C=2C=NC=CC2OC)C)N2[C@@H]([C@H](C2)CS(=O)(=O)C)C